ClC1=CC(=C(C=N1)NC(=O)C1(CN(C1)C=1OCC(N1)=O)C1=C(C=CC=C1)C(C)C)OC N-(6-chloro-4-methoxypyridin-3-yl)-3-(2-isopropylphenyl)-1-(4-oxo-4,5-dihydro-oxazol-2-yl)azetidine-3-carboxamide